tert-butyl 2-(1-benzothiophen-5-yl)-3-(pyridin-4-yl)-6,7-dihydropyrazolo[1,5-a]pyrazine-5(4H)-carboxylate S1C=CC2=C1C=CC(=C2)C2=NN1C(CN(CC1)C(=O)OC(C)(C)C)=C2C2=CC=NC=C2